BrC1=C(C(=CC=C1)[N+](=O)[O-])F bromo-2-fluoro-3-nitro-benzene